1-(2-cyclopropyl-4-(1-(2,6-dichlorophenyl)azetidin-3-yl)benzyl)-3-methylazetidin-3-ol formate C(=O)OC1(CN(C1)CC1=C(C=C(C=C1)C1CN(C1)C1=C(C=CC=C1Cl)Cl)C1CC1)C